(3R)-1-[7-(8-ethynyl-7-fluoro-3-hydroxynaphthalen-1-yl)-8-fluoro-2-{[(2R,7aS)-2-fluorotetrahydro-1H-pyrrolizin-7a(5H)-yl]methoxy}pyrido[4,3-d]pyrimidin-4-yl]piperidine-3-carbonitrile C(#C)C=1C(=CC=C2C=C(C=C(C12)C1=C(C=2N=C(N=C(C2C=N1)N1C[C@@H](CCC1)C#N)OC[C@]12CCCN2C[C@@H](C1)F)F)O)F